C(C1=CC=CC=C1)N(C(=O)N[C@H](C(N[C@H](C=O)C[C@H]1C(NCC1)=O)=O)CC(C)C)C1CCN(CC1)C(=O)OCCCC butyl 4-(1-benzyl-3-((S)-4-methyl-1-oxo-1-(((S)-1-oxo-3-((S)-2-oxopyrrolidin-3-yl)propan-2-yl)amino)pentan-2-yl)ureido)piperidine-1-carboxylate